6-Amino-N-(2,3-dihydro-1H-inden-2-yl)-4-((3-methoxyphenyl)amino)picolinamide hydrochloride Cl.NC1=CC(=CC(=N1)C(=O)NC1CC2=CC=CC=C2C1)NC1=CC(=CC=C1)OC